phosphate sodium iron [Fe+2].[Na+].P(=O)([O-])([O-])[O-]